N[C@@H](C(=O)O)[C@H](CC(C)(C)C)C1=CNC2=CC=CC=C12 (2R,3R)-2-amino-3-(1H-indol-3-yl)-5,5-dimethylhexanoic acid